ClC1=C(C=NC(=C1)C(F)(F)F)NC(=O)N[C@H](C(=O)OC)C methyl (2S)-2-[[4-chloro-6-(trifluoromethyl)-3-pyridyl]carbamoylamino]propanoate